OC1=C(C=CC=C1C)C(CCCCCCCC)C1=CC(=C(C=C1)O)C 1-(2-hydroxy-3-methyl-phenyl)-1-(3-methyl-4-hydroxyphenyl)nonane